4,6-dichloro-2-picoline ClC1=CC(=NC(=C1)Cl)C